CS(=O)(=O)C=1C=C(C=CC1)C1=C2C(=NC=C1)C=C(O2)C=2C=CC(N(C2)CC(=O)O)=O 2-(5-(7-(3-(methylsulfonyl)phenyl)furo[3,2-b]pyridin-2-yl)-2-oxopyridin-1(2H)-yl)acetic acid